CC=1N=C(C2=C(N1)C=NC(=C2)N2C[C@H](CC2)NC(C)=O)N[C@H](C)C2=CC(=CC=C2)C(F)(F)F N-[(3S)-1-[2-methyl-4-[[(1R)-1-[3-(trifluoromethyl)phenyl]ethyl]amino]pyrido[3,4-d]pyrimidin-6-yl]pyrrolidin-3-yl]acetamide